C(#C)C=1C(=CC=C2C=CC=C(C12)C1=C(C=2N=C(N=C(C2C=N1)N(C[C@H]1NCCCC1)C)N1CCOCC1)F)F (S)-7-(8-ethynyl-7-fluoronaphthalen-1-yl)-8-fluoro-N-methyl-2-morpholino-N-(piperidin-2-ylmethyl)pyrido[4,3-d]pyrimidin-4-amine